3,6-dimethylnon-5-enal CC(CC=O)CC=C(CCC)C